C(C1=CC=CC=C1)C1=C(C=CC=C1Cl)O o-benzyl-chlorophenol